C(C)(=O)[O-].C(C)(=O)[O-].[Pd+2].C(CC)P(C(C)(C)C)C(C)(C)C n-propyldi-tert-butylphosphine palladium diacetate